CN1C(=NC=C1C[C@@H](C(=O)N[C@H](C(=O)O)CCC(C)(C)C)N(C(C)=O)C)C (2S)-2-[(2S)-3-(1,2-dimethyl-1H-imidazol-5-yl)-2-(N-methylacetamido)propanamido]-5,5-dimethylhexanoic acid